tert-Butyl (1R,5S)-3-(7-bromo-6,8-difluoro-2-(methylthio)quinazolin-4-yl)-3,8-diazabicyclo[3.2.1]octane-8-carboxylate BrC1=C(C=C2C(=NC(=NC2=C1F)SC)N1C[C@H]2CC[C@@H](C1)N2C(=O)OC(C)(C)C)F